C(C)OC(C=C)=O.Cl[N+](C)(C)C chlorotrimethylammonium ethyl-acrylate